NC=1C=CC=C2C(=CC=CC12)O 8-Amino-4-hydroxynaphthalin